5-hydroxy-N-((1S,2S)-2-hydroxycyclohexyl)-6-(hydroxymethyl)-3-methoxy-4-(4-(3,4,5-trifluorophenyl)-1H-1,2,3-triazol-1-yl)tetrahydro-2H-pyran-2-carboxamid OC1C(C(C(OC1CO)C(=O)N[C@@H]1[C@H](CCCC1)O)OC)N1N=NC(=C1)C1=CC(=C(C(=C1)F)F)F